BrC=1C(=NC(=NC1)Cl)NCC1=C(C=C(C=C1)OC)OC 5-bromo-2-chloro-N-(2,4-dimethoxybenzyl)pyrimidin-4-amine